3-[[(3R,4R)-4-[4-Chloro-2-(5-fluoro-2-pyridyl)-1H-imidazol-5-yl]-3-methyl-1-piperidyl]sulfonyl]-1-(6-oxa-1-azaspiro[3.3]heptan-1-yl)propan-1-one ClC=1N=C(NC1[C@H]1[C@H](CN(CC1)S(=O)(=O)CCC(=O)N1CCC12COC2)C)C2=NC=C(C=C2)F